9-hydroxy-4-methylbenzo[h]chromen-2-one OC1=CC=2C(=CC=C3C(=CC(OC23)=O)C)C=C1